Cl.NC1C(OC2=CC=CC=C2C1)=O 3-aminochromanone hydrochloride